NC1=CC(=C(C(=C1)Cl)N1CCN(CC1)C(=O)OC(C)(C)C)Cl tert-butyl 4-(4-amino-2,6-dichlorophenyl)piperazine-1-carboxylate